Cl.O1C[C@H](CCC1)N (3S)-tetrahydropyran-3-amine hydrochloride